CNC=1N=CC(=C2C=C(N=CC12)NC(=O)C1CC1)C=1OC2=C(N1)CC(CC2)C(F)(F)F N-(8-(methylamino)-5-(5-(trifluoromethyl)-4,5,6,7-tetrahydrobenzo[d]oxazol-2-yl)-2,7-naphthyridin-3-yl)cyclopropanecarboxamide